(3S,3aS,6R,6aR)-6-aminohexahydrofuro[3,2-b]furan-3-yl nitrate [N+](=O)(O[C@@H]1[C@@H]2[C@H](OC1)[C@@H](CO2)N)[O-]